BrC=1C=C(C(=NC1)COCCN(C)C)N 5-bromo-2-((2-(dimethylamino)ethoxy)methyl)pyridin-3-amine